FC=1C=C2C(=NC1)CN(C2)C(=O)NC2=CC=C(C=C2)C2CCN(CC2)C(=O)OC(C)(C)C tert-butyl 4-(4-(3-fluoro-6,7-dihydro-5H-pyrrolo[3,4-b]pyridine-6-carboxamido) phenyl)piperidine-1-carboxylate